SC1=C2C=CC(C(=C3C=CC(=C(C=4C=CC(=C(C5=CC=C1N5)S)N4)S)N3)S)=N2 tetramercaptoporphyrin